(3,5-biscarboxyl-phenyl)porphyrin C(=O)(O)C=1C=C(C=C(C1)C(=O)O)C1=C2NC(=C1)C=C1C=CC(=N1)C=C1C=CC(N1)=CC=1C=CC(N1)=C2